C(C1=CC=CC=C1)N1CCC=2C(=C(C=NC2C1)C(=O)O)Cl 7-benzyl-4-chloro-5,6,7,8-tetrahydro-1,7-naphthyridine-3-carboxylic acid